BrC=1C(=NNC1C(=O)OC)C1=CN=NC=C1 methyl 4-bromo-3-pyridazin-4-yl-1H-pyrazole-5-carboxylate